4-chloro-3-(6,6-difluoro-3-azabicyclo[3.1.0]hexan-3-yl)-1-(p-tolyl-sulfonyl)indazole tert-butyl-7-(2-((6-cyanopyridazin-3-yl)amino)ethyl)-6,8-dioxa-2-azaspiro[3.5]nonane-2-carboxylate C(C)(C)(C)OC(=O)N1CC2(C1)COC(OC2)CCNC=2N=NC(=CC2)C#N.ClC2=C1C(=NN(C1=CC=C2)S(=O)(=O)C2=CC=C(C=C2)C)N2CC1C(C1C2)(F)F